C[C@@H]1N(C[C@H](N(C1)[C@H](C(C)C)C1=NC2=CC=C(C=C2C=C1)C(F)(F)F)C)C=1C=2N=C(N(C2N2C(N1)=NN=C2)C[C@H]2OCCC2)C 4-((2S,5R)-2,5-dimethyl-4-((R)-2-methyl-1-(6-(trifluoromethyl)quinolin-2-yl)propyl)piperazin-1-yl)-2-methyl-1-(((S)-tetrahydrofuran-2-yl)methyl)-1H-[1,2,4]triazolo[3,4-b]purine